NC(C(C)O)O amino-propane-1,2-diol